tert-Butyl ((S)-1-(((S)-1-((4-(hydroxymethyl)phenyl)amino)-1-oxopropan-2-yl)amino)-3-methyl-1-oxobutan-2-yl)carbamate OCC1=CC=C(C=C1)NC([C@H](C)NC([C@H](C(C)C)NC(OC(C)(C)C)=O)=O)=O